7-nitro-4,5-dihydro-1H-benzo[d]azepin-3(2H)-carboxylic acid tert-butyl ester C(C)(C)(C)OC(=O)N1CCC2=C(CC1)C=C(C=C2)[N+](=O)[O-]